(1r,4r)-4-(((5-(3'-amino-2-fluoro-2'-methyl-[1,1'-biphenyl]-3-yl)-3-methoxypyrazin-2-yl)methyl)(methyl)amino)cyclohexane-1-carboxylate NC=1C(=C(C=CC1)C1=C(C(=CC=C1)C=1N=C(C(=NC1)CN(C1CCC(CC1)C(=O)[O-])C)OC)F)C